FC1=C(C=CC=C1CN1C(OC2=C(C=CC(=C2)O)C12CCC2)=O)NC(OCC2=CC=CC=C2)=O benzyl N-[2-fluoro-3-({7-hydroxy-2-oxo-2,3-dihydrospiro[1,3-benzoxazine-4,1'-cyclobutan]-3-yl}methyl)phenyl]carbamate